C(C)(=O)C=1NC2=CC=C(C=C2C1C=1N=NN(C1)CC1CCN(CC1)CCNS(=O)(=O)N1CCC(CC1)C=1C(=NC=CC1)F)F N-(2-(4-((4-(2-acetyl-5-fluoro-1H-indol-3-yl)-1H-1,2,3-triazol-1-yl)methyl)piperidin-1-yl)ethyl)-4-(2-fluoropyridin-3-yl)piperidine-1-sulfonamide